NC1=C(C(=C(OC2=NC=CC=C2C2=NC(=NC=C2)N[C@@H]2CN(CCC2)C(=O)OC(C)(C)C)C=C1)C)F tert-butyl (3S)-3-[[4-[2-(4-amino-3-fluoro-2-methyl-phenoxy)-3-pyridyl]pyrimidin-2-yl]amino]piperidine-1-carboxylate